(2R,4R)-N-((S)-1-(((2-Amino-5-chloropyridin-3-yl)methyl)amino)-1-oxopropan-2-yl)-4-phenylpyrrolidine-2-carboxamide Di-trifluoroacetate salt FC(C(=O)O)(F)F.FC(C(=O)O)(F)F.NC1=NC=C(C=C1CNC([C@H](C)NC(=O)[C@@H]1NC[C@H](C1)C1=CC=CC=C1)=O)Cl